C(C)(C)(C)OC(=O)N[C@H]1C2(CN3N=CC=C31)CCN(CC2)C(=O)OC(C)(C)C tert-butyl (S)-4'-((tert-butoxycarbonyl)amino)-4'H,6'H-spiro[piperidine-4,5'-pyrrolo[1,2-b]pyrazole]-1-carboxylate